4-{2-Ethoxy-6-[6-(hydroxymethyl)-1-oxo-4-(trifluoromethyl)-3H-isoindol-2-yl]pyridin-4-yl}-3-(4-methyl-1,2,4-triazol-3-yl)benzonitrile C(C)OC1=NC(=CC(=C1)C1=C(C=C(C#N)C=C1)C1=NN=CN1C)N1C(C2=CC(=CC(=C2C1)C(F)(F)F)CO)=O